ClC=1C=C(C=CC1F)N(S(=O)(=O)CCN1CCCC1)CC1=C(C=C(C=C1)C=1OC(=NN1)C(F)F)F N-(3-chloro-4-fluorophenyl)-N-(4-(5-(difluoromethyl)-1,3,4-oxadiazol-2-yl)-2-fluorobenzyl)-2-(pyrrolidin-1-yl)ethane-1-sulfonamide